C(#N)C1=NN(C=C1NC(=O)C=1N=C(SC1)C=1C=NNC1)CC N-(3-cyano-1-ethyl-1H-pyrazol-4-yl)-2-(1H-pyrazol-4-yl)-1,3-thiazole-4-carboxamide